FC(C(=O)O)(F)F.C1N(CC12CNCCC2)C2=NC=C(C=N2)C#CC2=CC1=C(N(C(N1C)=O)C1C(NC(CC1)=O)=O)C=C2 3-{5-[2-(2-{2,6-Diazaspiro[3.5]nonan-2-yl}pyrimidin-5-yl)ethynyl]-3-methyl-2-oxo-1,3-benzodiazol-1-yl}piperidine-2,6-dione trifluoroacetate